1-[6-[(3R,4S)-3-fluoro-4-(methylamino)-1-piperidyl]-1-methyl-indazol-3-yl]hexahydropyrimidine-2,4-dione hydrochloride Cl.F[C@@H]1CN(CC[C@@H]1NC)C1=CC=C2C(=NN(C2=C1)C)N1C(NC(CC1)=O)=O